N-(4-methylcyclohexyl)-1-(2-morpholinylethyl)-2-oxo-6-(pyridin-2-yl)-1,2-dihydro-1,8-naphthyridine-3-carboxamide CC1CCC(CC1)NC(=O)C=1C(N(C2=NC=C(C=C2C1)C1=NC=CC=C1)CCN1CCOCC1)=O